N-(methoxymethyl)diethylamine COCN(CC)CC